ClC1=C(C=CC=C1C=1N=C(C(=NC1)CN1[C@H](CCCC1)C(=O)O)OC)C1=C(C(=CC=C1)NC(=O)C=1C(N(C(N(C1)C)=O)C)=O)Cl (R)-1-((5-(2,2'-dichloro-3'-(1,3-dimethyl-2,4-dioxo-1,2,3,4-tetrahydropyrimidine-5-carboxamido)-[1,1'-biphenyl]-3-yl)-3-methoxypyrazin-2-yl)methyl)piperidine-2-carboxylic acid